C(C)(C)(C)OCC=1C(C(CC1O[Si](C)(C)C(C)(C)C)=O)=C 3-tert-butyloxymethyl-4-tert-butyldimethylsilyloxy-2-methylene-cyclopenten-1-one